The molecule is an amino trisaccharide consisting of alpha-L-fucopyranose, beta-D-galactopyranose and N-acetyl-beta-D-galactopyranosamine residues joined in sequence with a (1->2)- and a (1->3)-linkage, respectively; alpha-L-Fucp-(1->2)-beta-D-Galp-(1->3)-D-GalpNAc in which the configuration at the reducing-end anomeric centre is beta. It is an amino trisaccharide, a galactosamine oligosaccharide and an alpha-L-Fucp-(1->2)-beta-D-Galp-(1->3)-D-GalpNAc. C[C@H]1[C@H]([C@H]([C@@H]([C@@H](O1)O[C@@H]2[C@H]([C@H]([C@H](O[C@H]2O[C@@H]3[C@H]([C@@H](O[C@@H]([C@@H]3O)CO)O)NC(=O)C)CO)O)O)O)O)O